[Si].[Pd] palladium-silicon